C(C(=C)C)(=O)OCCC[Si](O[Si](C)(C)C)(C)C 3-methacryloxypropylpentamethyl-disiloxane